COC=1C=C2C(=CNC2=CC1)CN1CCC2(C(CN(C2)CCC2=CC=CC=C2)C(=O)OC)CC1 methyl 8-((5-methoxy-1H-indol-3-yl)methyl)-2-phenethyl-2,8-diazaspiro[4.5]decane-4-carboxylate